ClC=1OC2=C(C1)C(=CC=C2COC2=CC=CC(=N2)C2CCN(CC2)CC2=NC1=C(N2C[C@H]2OCC2)C=CC=C1)C#N (S)-2-((4-(6-((2-chloro-4-cyanobenzofuran-7-yl)methoxy)pyridin-2-yl)piperidin-1-yl)methyl)-1-(oxetane-2-ylmethyl)-1H-benzo[d]imidazole